5-(3-amino-1-methyl-1H-pyrazol-5-yl)-2-(cyclopropylmethyl)isoindolin-1-one Tert-butyl-(2-ethoxy-4-(trifluoromethyl)phenethyl)carbamate C(C)(C)(C)N(C(O)=O)CCC1=C(C=C(C=C1)C(F)(F)F)OCC.NC1=NN(C(=C1)C=1C=C2CN(C(C2=CC1)=O)CC1CC1)C